ClC1=NC=C(C=C1)CN1CCC(CC1)F 2-chloro-5-((4-fluoropiperidin-1-yl)methyl)pyridine